tert-butyl N2-(tert-butoxycarbonyl)-N4-(3-(1-(3,5-dichlorophenyl)-3-(3,3-dimethylmorpholine-4-carbonyl)-7-methoxy-1,4-dihydrochromeno[4,3-c]pyrazol-8-yl)phenyl)-D-asparaginate C(C)(C)(C)OC(=O)N[C@H](CC(NC1=CC(=CC=C1)C1=CC2=C(C=C1OC)OCC1=C2N(N=C1C(=O)N1C(COCC1)(C)C)C1=CC(=CC(=C1)Cl)Cl)=O)C(=O)OC(C)(C)C